5-chloro-6-(1-(2,2,2-trifluoroethyl)pyrrolidin-3-yl)pyridin-3-amine ClC=1C=C(C=NC1C1CN(CC1)CC(F)(F)F)N